3-(4-methoxyphenylacetyl)-naphtho[2,3-d]isoxazole-4,9-dione COC1=CC=C(C=C1)CC(=O)C1=NOC2=C1C(C=1C=CC=CC1C2=O)=O